ClC1=C(OCC=2OC(=CN2)C=2CN(CC2)CC2=NC3=C(N2C[C@H]2OCC2)C=C(C=C3)C(=O)O)C=CC(=C1)Cl 2-[(3-{2-[(2,4-dichlorophenoxy)methyl]-1,3-oxazol-5-yl}-2,5-dihydro-1H-pyrrol-1-yl)methyl]-1-{[(2S)-oxetan-2-yl]methyl}-1H-1,3-benzodiazole-6-carboxylic acid